Methyl-1,3,2-dioxaborolan CB1OCCO1